ClC(C1=NC(=NO1)C1=CC=C(CNC=2C(C(C2NC)=O)=O)C=C1)(F)F 3-((4-(5-(chlorodifluoromethyl)-1,2,4-oxadiazol-3-yl)benzyl)amino)-4-(methylamino)cyclobut-3-ene-1,2-dione